C(CCC\C=C/CC)OC(CCC(=O)OCCC(CCOC(CCC(OCCCC\C=C/CC)OCCCC\C=C/CC)=O)OC(=O)OCCCN(CC)CC)OCCCC\C=C/CC 3-(((3-(diethylamino)propoxy)carbonyl)oxy)pentane-1,5-diyl bis(4,4-bis(((Z)-oct-5-en-1-yl)oxy)butanoate)